6-(2-(4-Fluorophenyl)-1H-pyrrolo[2,3-b]pyridin-5-yl)-N-(2,2,2-trifluoroethyl)picolin-amide FC1=CC=C(C=C1)C1=CC=2C(=NC=C(C2)C2=CC=CC(=N2)C(=O)NCC(F)(F)F)N1